C(C)(=O)NC1=CC=C(C=C1)C1=C2CN(C(C2=CC=C1)=O)[C@H](C(=O)N[C@@H](COC(C)=O)C(=O)OC(C)(C)C)COC(C)=O tert-butyl N-((S)-2-(4-(4-acetamidophenyl)-1-oxoisoindolin-2-yl)-3-acetoxypropanoyl)-O-acetyl-L-serinate